8-(5-chloro-2-(isopropylamino)pyridin-4-yl)-2-(5-fluoro-2-(hydroxymethyl)benzyl)-4-hydroxy-2,3,4,5-tetrahydro-1H-pyrrolo[1,2-a][1,4]diazepin-1-one ClC=1C(=CC(=NC1)NC(C)C)C=1C=C2N(CC(CN(C2=O)CC2=C(C=CC(=C2)F)CO)O)C1